Methyl (S)-4'-(3-(1-((5-cyano-1-methyl-1H-imidazol-2-yl)methyl)pyrrolidin-3-yl)-2-oxo-2,3-dihydro-1H-imidazo[4,5-b]pyridin-1-yl)-[1,1'-biphenyl]-4-carboxylate C(#N)C1=CN=C(N1C)CN1C[C@H](CC1)N1C(N(C=2C1=NC=CC2)C2=CC=C(C=C2)C2=CC=C(C=C2)C(=O)OC)=O